NCCC(=O)N1CC2N(C=3N(C(N=C(C3)OCC=3C=CC(=C(C#N)C3)F)=O)C2)CC1 5-(((2-(3-Aminopropanoyl)-9-oxo-2,3,4,9,11,11a-hexahydro-1H-pyrazino[1',2':3,4]imidazo[1,2-c]pyrimidin-7-yl)oxy)methyl)-2-fluorobenzonitrile